C1(=CC=CC=C1)C1OCC2N1C(C(CC2)(C([2H])([2H])[2H])C([2H])([2H])[2H])=O 3-phenyl-6,6-bis(methyl-d3)tetrahydro-1H-oxazolo[3,4-a]pyridin-5(3H)-one